NC=1NC(NN1)=O 5-amino-2,4-dihydro-[1,2,4]triazol-3-one